CS(=O)(=O)NC(CC1N(C(CC1C1=CC=CC=C1)=O)CC1=NC=CC=C1)=O N-methylsulfonyl-2-[5-oxo-3-phenyl-1-(pyridin-2-ylmethyl)pyrrolidin-2-yl]acetamid